4-Hydroxy-2,3-dimethylbenzoic acid OC1=C(C(=C(C(=O)O)C=C1)C)C